geranyl-resveratrol C(\C=C(/C)\CCC=C(C)C)C1=C(C=C(C=C1O)O)C=CC1=CC=C(O)C=C1